C(C)N(C1CC2=C(N=C(S2)C2=NNC(=C2C(C)C)C=2C=C(C=3N(C2)N=CN3)OC)CC1)C N-ethyl-2-(4-isopropyl-5-(8-methoxy-[1,2,4]triazolo[1,5-a]pyridin-6-yl)-1H-pyrazol-3-yl)-N-methyl-4,5,6,7-tetrahydrobenzo[d]thiazol-6-amine